6-(1,3-Dioxo-2,8-diazaspiro[4.5]dec-8-yl)nicotinic acid methyl ester COC(C1=CN=C(C=C1)N1CCC2(CC(NC2=O)=O)CC1)=O